ClC1=C(C=CC(=C1)CNCCC(=O)NCCCNC1=C2C=NNC2=CC(=C1)N1CCOCC1)C1=CC=CC=C1 3-(((2-chloro-[1,1'-biphenyl]-4-yl)methyl)amino)-N-(3-((6-morpholino-1H-indazol-4-yl)amino)propyl)propanamide